O1C(=CC=C1)C1=C(C=O)C=CC=C1 2-FURAN-2-YL-BENZALDEHYDE